N-(piperidin-4-yl)-N-(propan-2-yl)-2-[1-(pyrimidin-2-yl)-1H-pyrazol-4-yl]-1,3-thiazole-4-carboxamide N1CCC(CC1)N(C(=O)C=1N=C(SC1)C=1C=NN(C1)C1=NC=CC=N1)C(C)C